BENZO[D]OXAZOLE O1C=NC2=C1C=CC=C2